N,N'-bis(4-aminophenyl)-biphenyl-4,4'-diamine NC1=CC=C(C=C1)NC1=CC=C(C=C1)C1=CC=C(C=C1)NC1=CC=C(C=C1)N